tert-butyl 3-methyl-6,7-dihydro-4H-triazolo[1,5-a]pyrazine-5-carboxylate CC=1N=NN2C1CN(CC2)C(=O)OC(C)(C)C